2-(1-(3-methylbenzenesulfonyl)azetidine-3-carboxamido)propionic acid ethyl ester C(C)OC(C(C)NC(=O)C1CN(C1)S(=O)(=O)C1=CC(=CC=C1)C)=O